2,3-dihydrobenzo[b]thiophene-6-sulfonyl chloride 1,1-dioxide C1CS(=O)(=O)C2=C1C=CC(=C2)S(=O)(=O)Cl